acridine-9(10H)thione C1=CC=CC=2NC3=CC=CC=C3C(C12)=S